ClCC(=O)C=1C=C(C=CC1NC1=CC(=CC=C1)C(F)(F)F)S(=O)(=O)NC 3-(2-chloroacetyl)-N-methyl-4-[3-(trifluoromethyl)anilino]benzenesulfonamide